methyl (R)-2-(1-(6-(5-(aminomethyl)-1-methyl-1H-1,2,3-triazol-4-yl)-2-ethylpyridin-3-yl)-5,5-difluoropiperidin-3-yl)acetate NCC1=C(N=NN1C)C1=CC=C(C(=N1)CC)N1C[C@@H](CC(C1)(F)F)CC(=O)OC